2-(2-hydroxy-4-oxa-hexadecyloxy)-4,6-bis(2,4-dimethyl-phenyl)-1,3,5-triazine OC(COC1=NC(=NC(=N1)C1=C(C=C(C=C1)C)C)C1=C(C=C(C=C1)C)C)COCCCCCCCCCCCC